(E)-9-(3-ethoxy-3-oxoprop-1-en-1-yl)-3-azaspiro[5.5]undecane-3-carboxylic acid tert-butyl ester C(C)(C)(C)OC(=O)N1CCC2(CC1)CCC(CC2)\C=C\C(=O)OCC